CS\C(=C\[N+](=O)[O-])\NC1=CC=NC=C1 (E)-N-(1-(methylthio)-2-nitrovinyl)pyridin-4-amine